(3S,3aS,6aR)-2-(6-methyl-4-(trifluoromethyl)pyridin-2-yl)-3-(4-(m-tolyl)-4H-1,2,4-triazol-3-yl)hexahydrocyclopenta[c]pyrrole-1(2H)-one CC1=CC(=CC(=N1)N1C([C@H]2[C@@H]([C@H]1C1=NN=CN1C=1C=C(C=CC1)C)CCC2)=O)C(F)(F)F